potassium iodite I(=O)[O-].[K+]